C(CCCCCCCCCCCCCCC(C)C)(=O)OCC(O)CO Glyceryl Isostearat